5,6,7,5'-tetramethoxy-3',4'-methylenedioxyflavone COC1=C2C(C=C(OC2=CC(=C1OC)OC)C1=CC2=C(C(=C1)OC)OCO2)=O